C1(CCCCC1)NC(=O)NC1=NC2=CC(=CC=C2C=N1)NC(C)C=1C=NC=C(C1)C=1C=NN(C1)C 1-Cyclohexyl-3-(7-((1-(5-(1-methyl-1H-pyrazol-4-yl)pyridin-3-yl)ethyl)amino)quinazolin-2-yl)urea